N-[3-(trimethoxysilyl)hexyl]butylamine CO[Si](C(CCNCCCC)CCC)(OC)OC